N1=CNC2=NC=CC(=C21)C=2C=NN(C2)C2=CC=C(C=N2)C(C(=O)NC(C)C)CC(C(F)(F)F)O (6-(4-(3H-imidazo[4,5-b]pyridin-7-yl)-1H-pyrazol-1-yl)pyridin-3-yl)-5,5,5-trifluoro-4-hydroxy-N-isopropylpentanamide